C(\C=C\C(=O)OCCS(=O)(=O)C)(=O)OC Methyl (2-(methylsulfonyl)ethyl) Fumarate